N1=CNC2=NC=CC(=C21)C=2C=NN(C2)C=2OC=C(N2)CC#N (2-(4-(3H-imidazo[4,5-b]pyridin-7-yl)-1H-pyrazol-1-yl)Oxazol-4-yl)acetonitrile